FC(C(=O)NC1=CC=C(C=C1)[C@@H]1C=2N(CCC1)C=NC2)(C=2C=NC=CC2)F |o1:11| rel-(R)-2,2-Difluoro-2-(pyridin-3-yl)-N-(4-(5,6,7,8-tetrahydroimidazo[1,5-a]pyridin-8-yl)phenyl)acetamide